1,2,3,5-tetrahydro-4H-pyrido[2,3-b][1,4]diazepin N1C2=C(NCCC1)N=CC=C2